C1(CC1)N1C2COCCOC=3C=CC=C(C3C=3C=C4C(NN=C4C4=CC=C(CC1)C2=C4)=CN3)F 21-cyclopropyl-10-fluoro-15,18-dioxa-3,4,21,29-tetraazahexacyclo[18.6.2.25,8.02,6.09,14.024,28]triaconta-1(26),2,5(30),6,8(29),9(14),10,12,24,27-decaene